2-{7-bromo-2-[4-chloro-2-(trifluoromethoxy)phenyl][1,2,4]triazolo[1,5-c]quinazolin-5-yl}-N-propyl-L-alaninamide BrC1=CC=CC=2C=3N(C(=NC12)[C@](N)(C)C(=O)NCCC)N=C(N3)C3=C(C=C(C=C3)Cl)OC(F)(F)F